ClC1=C(C=C(C(=C1)Cl)OC(C)C)NC(CC(CC(=O)O)C)=O 5-((2,4-dichloro-5-isopropoxyphenyl)amino)-3-methyl-5-oxopentanoic acid